1,1,4,4,4-pentafluoro-1-(2,2,3,3,5,5,6,6-octafluoromorpholin-4-yl)-3-(trifluoromethyl)butan-2-one FC(C(C(C(F)(F)F)C(F)(F)F)=O)(N1C(C(OC(C1(F)F)(F)F)(F)F)(F)F)F